15-(heptadec-9-yloxy)-8,15-dioxopentadecanoic acid CCCCCCCCC(CCCCCCCC)OC(CCCCCCC(CCCCCCC(=O)O)=O)=O